N-(3-(difluoromethoxy)benzylidene)-2-methylpropane-2-sulfinamide FC(OC=1C=C(C=NS(=O)C(C)(C)C)C=CC1)F